5-Fluoro-2-((6-methoxy-2-methyl-1,2,3,4-tetrahydroisoquinolin-7-yl)amino)pyrimidin FC=1C=NC(=NC1)NC1=C(C=C2CCN(CC2=C1)C)OC